(S)-7-((3S,5r)-3,5-dimethylpiperazin-1-yl)-3-(methoxymethyl)-10-(5-methylthiophene-2-yl)-9-(trifluoromethyl)-2H-[1,4]thiazino[2,3,4-ij]quinazolin-5(3H)-one C[C@H]1CN(C[C@H](N1)C)C1=NC(N2C3=C(C(=C(C=C13)C(F)(F)F)C=1SC(=CC1)C)SC[C@@H]2COC)=O